tert-butyl (R)-3-(4-(3H-[1,2,3]triazolo[4,5-b]pyridin-3-yl)-2-fluoro-N-(7-(3-hydroxypropyl) isoquinolin-1-yl)benzamido)piperidine-1-carboxylate formate salt C(=O)O.N1=NN(C2=NC=CC=C21)C2=CC(=C(C(=O)N(C1=NC=CC3=CC=C(C=C13)CCCO)[C@H]1CN(CCC1)C(=O)OC(C)(C)C)C=C2)F